COC1=C(C=NC=C1)C1=CC(NC=C1)=O 4-Methoxy-[3,4'-bipyridyl]-2'(1'H)-one